methyl-(E)-2-[2-(bromo-methyl)-3-chloro-phenyl]-3-methoxy-prop-2-enoate COC(\C(=C\OC)\C1=C(C(=CC=C1)Cl)CBr)=O